6,6-dimethyl-1,4,9-trioxadispiro[4.2.48.25]tetradec-11-en-11-yl trifluoromethanesulfonate FC(S(=O)(=O)OC=1COC2(CC(C3(OCCO3)CC2)(C)C)C1)(F)F